4-(2-isopropyl-1,2,3,4-tetrahydroisoquinolin-7-yl)-1H-1,2,3-triazole-5-carboxylic acid 2,2,2-trifluoroacetate FC(C(=O)O)(F)F.C(C)(C)N1CC2=CC(=CC=C2CC1)C=1N=NNC1C(=O)O